[3-(1H-1,3-benzodiazol-5-yl)-2-cyclopropylphenyl]acetic acid N1C=NC2=C1C=CC(=C2)C=2C(=C(C=CC2)CC(=O)O)C2CC2